5-Cyclopropyl-4-[(1-naphthyl)methyl]-2-oxo-8-(3-thienyl)-7-thia-1-azabicyclo[4.3.0]nona-3,5,8-triene-9-carboxylic acid C1(CC1)C=1C(=CC(N2C(=C(SC12)C1=CSC=C1)C(=O)O)=O)CC1=CC=CC2=CC=CC=C12